CCC1=CC(=CC=C1)C2=CC=CC(=C2)CC Diethylbiphenyl